4-(3-methylsulfonylphenyl)-1-oxido-1-propylpiperidin-1-ium CS(=O)(=O)C=1C=C(C=CC1)C1CC[N+](CC1)(CCC)[O-]